IC1=NN(C=C1)C 3-iodo-1-methyl-1H-pyrazol